NN1N=C2C(CN(CCC2)C(=O)OC(C)(C)C)=C1 tert-butyl 2-amino-4,6,7,8-tetrahydropyrazolo[4,3-c]azepine-5(2H)-carboxylate